NC1=NN2C(C=C(C=C2)C2=C(OC[C@H]3CN(CCO3)C(=O)OC(C)(C)C)C=CC(=C2)C#N)=C1 (R)-tert-butyl 2-((2-(2-aminopyrazolo[1,5-a]pyridin-5-yl)-4-cyanophenoxy)methyl)morpholine-4-carboxylate